7-hydroxy-2,3-dihydropyrido[2,3-f][1,4]oxazepine-4(5H)-carboxylic acid tert-butyl ester C(C)(C)(C)OC(=O)N1CCOC2=C(C1)N=C(C=C2)O